2-(6-((diphenylmethylene)amino)-2-fluoro-3-methoxyphenyl)acetamide C1(=CC=CC=C1)C(C1=CC=CC=C1)=NC1=CC=C(C(=C1CC(=O)N)F)OC